1-(6-(2-hydroxy-2-(4-methyl-1-oxo-1,3-dihydroisobenzofuran-5-yl)ethyl)-5,6,7,8-tetrahydropyrido[4,3-d]pyrimidin-2-yl)-1H-pyrrolo[2,3-c]pyridine-4-carbonitrile OC(CN1CC2=C(N=C(N=C2)N2C=CC3=C2C=NC=C3C#N)CC1)C=1C(=C3COC(C3=CC1)=O)C